racemic-camphor-10-sulfonic acid C12(C(=O)CC(CC1)C2(C)C)CS(=O)(=O)O